C(C)(C)(C)OC(CCCN(CC(CCCCCCC(=O)OCC(CC)CC)O[Si](C)(C)C(C)(C)C)CC(CCCCCCC(=O)OCC(CC)CC)O[Si](C)(C)C(C)(C)C)=O Bis(2-ethylbutyl) 9,9'-((4-(tert-butoxy)-4-oxobutyl)azanediyl)bis(8-((tert-butyldimethylsilyl)oxy)nonanoate)